1-[2-[2-ethyl-5-(trifluoromethyl)pyrazol-3-yl]-6-[5-[(6-methylpyridazin-3-yl)amino]benzimidazol-1-yl]-3-pyridyl]ethanol C(C)N1N=C(C=C1C1=NC(=CC=C1C(C)O)N1C=NC2=C1C=CC(=C2)NC=2N=NC(=CC2)C)C(F)(F)F